FC1=C(C(=O)N(C2=NC=CC3=C2C(=CS3)C(=C)C)[C@H]3CNCCC3)C=CC(=C1)C=1SC(=NN1)C (R)-2-fluoro-4-(5-methyl-1,3,4-thiadiazol-2-yl)-N-(piperidin-3-yl)-N-(3-(prop-1-en-2-yl)thieno[3,2-c]pyridin-4-yl)benzamide